O=C1C=2C=CC=CC2C2=NC(=C(N=C21)C#N)C#N 9-oxo-9H-indeno[1,2-b]pyrazine-2,3-dicarbonitrile